CN(C=1C(C(=O)O)=CC(=CC1)OC)C1=CC=C(C=C1)C N-methyl-N-(4-methylphenyl)-5-methoxyanthranilic acid